1-((3-((3R,5R)-5-(4-bromophenyl)tetrahydro-furan-3-yl)-1,2,4-oxadiazol-5-yl)methyl)-7-methyl-1,7-dihydro-6H-purin-6-one BrC1=CC=C(C=C1)[C@H]1C[C@@H](CO1)C1=NOC(=N1)CN1C=NC=2N=CN(C2C1=O)C